1-(2-(bis(2,4-dimethoxybenzyl)amino)pyrimidin-5-yl)ethanol COC1=C(CN(C2=NC=C(C=N2)C(C)O)CC2=C(C=C(C=C2)OC)OC)C=CC(=C1)OC